C(#N)C(CC1=CC(NC2=CC=CC=C12)=O)NC(=O)[C@H](CC(C)C)NC(=O)C=1NC2=CC=CC(=C2C1)OC N-[(1S)-1-[[1-cyano-2-(2-oxo-1H-quinolin-4-yl)ethyl]carbamoyl]-3-methyl-butyl]-4-methoxy-1H-indole-2-carboxamide